Tert-butyl 4-(6-chloro-3-methyl-pyrazolo[1,5-a]pyrazin-4-yl)-3,6-dihydro-2H-pyridine-1-carboxylate ClC=1N=C(C=2N(C1)N=CC2C)C=2CCN(CC2)C(=O)OC(C)(C)C